C(C(=C)C)(=O)OC1C2(CCC(C1)C2(C)C)C bornyl (methacrylate)